C1(CC1)C1=NN(C=C1)C1=CC(=CC(=N1)NC1CCC(CC1)(F)F)C 6-(3-cyclopropyl-1H-pyrazol-1-yl)-N-(4,4-difluorocyclohexyl)-4-methylpyridin-2-amine